N(=[N+]=[N-])C1=CC(=C(C=C1)CN1C[C@H](CCC1)[C@](CO)(C)O)C1CC1 (2s)-2-{(3s)-1-[(4-azido-2-cyclopropylphenyl)methyl]piperidin-3-yl}propane-1,2-diol